Diisononylsebacat C(CCCCCC(C)C)OC(CCCCCCCCC(=O)OCCCCCCC(C)C)=O